(R)-2-methyl-2-(3-methyl-6-(3-methylmorpholino)-1-(1-((2-(trimethylsilyl)ethoxy)methyl)-1H-pyrazol-3-yl)-1H-pyrrolo[2,3-b]pyridin-4-yl)propanenitrile CC(C#N)(C)C1=C2C(=NC(=C1)N1[C@@H](COCC1)C)N(C=C2C)C2=NN(C=C2)COCC[Si](C)(C)C